C(=O)O.N1C(CCC1)C1=CC(=C2CNC(C2=C1)=O)C(F)(F)F 6-(pyrrolidin-2-yl)-4-(trifluoromethyl)isoindolin-1-one formate